(2-amino-5-chloro-phenyl)-(2-fluoro-5-methoxy-phenyl)methanone NC1=C(C=C(C=C1)Cl)C(=O)C1=C(C=CC(=C1)OC)F